N1(C=NC=C1)C1=CC=C(C=C1)C1CC(C(C(C1)=O)=CNCCN1CCN(CC1)CCO)=O 5-(4-(1H-imidazol-1-yl)phenyl)-2-(((2-(4-(2-hydroxyethyl)piperazin-1-yl)ethyl)amino)methylene)cyclohexane-1,3-dione